C(#N)C=1C=CC(=C2C=CC=NC12)C=1NC2=CC=C(C=C2C1C(C)C)C1CCN(CC1)CC(=O)N 2-(4-(2-(8-cyanoquinolin-5-yl)-3-isopropyl-1H-indol-5-yl)piperidin-1-yl)acetamide